4-fluoro-3-((3as,7ar)-7a-fluoro-1-oxooctahydro-2H-pyrrolo[3,4-c]pyridin-2-yl)benzoic acid FC1=C(C=C(C(=O)O)C=C1)N1C[C@@H]2CNCC[C@@]2(C1=O)F